FC(C(C(=O)N1OCC[C@H]1C=1C=NC(=CC1)C)(C)C)F 3,3-difluoro-2,2-dimethyl-1-[(3S)-3-(6-methylpyridin-3-yl)-1,2-oxazolidin-2-yl]propan-1-one